BrCC1=NOC(=C1)COC1OCCCC1 3-(bromomethyl)-5-(((tetrahydro-2H-pyran-2-yl)oxy)methyl)isoxazole